(7-cyanonaphthalen-2-yl)boronic acid C(#N)C1=CC=C2C=CC(=CC2=C1)B(O)O